2-(2-(4-isopropylpiperidin-1-yl)pyrimidin-5-yl)spiro[3.3]heptane-2,6-diamine C(C)(C)C1CCN(CC1)C1=NC=C(C=N1)C1(CC2(C1)CC(C2)N)N